Di(Perfluorovaleryl) Peroxide FC(C(=O)OOC(C(C(C(C(F)(F)F)(F)F)(F)F)(F)F)=O)(C(C(C(F)(F)F)(F)F)(F)F)F